7-methyl-1,5,7-triazabicyclo(4.4.0)dec-5-ene CN1C2=NCCCN2CCC1